C1(CC1)C(=O)NC1=CC(=C(N=N1)C(=O)NC([2H])([2H])[2H])NC1=CC=CC=2C3=C(C=CC=C3CN(C12)C)F 6-(cyclopropanecarboxamido)-4-((10-fluoro-5-methyl-5,6-dihydrophenanthridin-4-yl)amino)-N-(methyl-d3)pyridazine-3-carboxamide